BrC=1C(=C2C(=NN(C2=CC1)C)N1C(=CC=C1C)C)OC 5-Bromo-3-(2,5-dimethyl-1H-pyrrol-1-yl)-4-methoxy-1-methyl-1H-indazole